FCC(CF)N1N=NC2=C1C=C(C=C2)C=2C=CN1N=C(N=C(C12)OC)NC1CCC(CC1)(O)C (1s,4s)-4-((5-(1-(1,3-difluoropropan-2-yl)-1H-benzo[d][1,2,3]triazol-6-yl)-4-methoxypyrrolo[2,1-f][1,2,4]triazin-2-yl)amino)-1-methylcyclohexan-1-ol